N-(3-(4-(4-(bis(4-methoxybenzyl)amino)imidazo[2,1-f][1,2,4]triazin-7-yl)-1H-pyrazol-1-yl)-4-methylphenyl)-3-chloro-4-fluorobenzamide COC1=CC=C(CN(C2=NC=NN3C2=NC=C3C=3C=NN(C3)C=3C=C(C=CC3C)NC(C3=CC(=C(C=C3)F)Cl)=O)CC3=CC=C(C=C3)OC)C=C1